C(C)(=O)C=1C(=C(NC1C)C=O)C1=CC(=CC=C1)NC1=CC=CC=C1 4-acetyl-5-methyl-3-(3-(phenylamino)phenyl)-1H-pyrrole-2-carbaldehyde